({5-bromo-3-[5-(propan-2-yl)-1,3,4-thiadiazol-2-yl]pyridin-2-yl}thiocarbamoyl)carbamic acid ethyl ester C(C)OC(NC(NC1=NC=C(C=C1C=1SC(=NN1)C(C)C)Br)=S)=O